7-((5-(4-hydroxypiperidin-1-yl)pyridin-2-yl)amino)-4-(pyrrolo[1,2-b]pyridazin-4-yl)-2,3-dihydro-1H-pyrrolo[3,4-c]pyridin-1-one OC1CCN(CC1)C=1C=CC(=NC1)NC=1C2=C(C(=NC1)C=1C=3N(N=CC1)C=CC3)CNC2=O